N1CCC(CC1)CNC(C1=CC=CC=C1)=O N-((piperidin-4-yl)methyl)benzamide